1'-(4-(4-(aminomethyl)-1-oxo-1,2-dihydro-phthalazin-6-yl)-1-methyl-1H-pyrazol-5-yl)-5'-fluoro-spiro[cyclopropane-1,3'-indolin]-2'-one hydrochloride Cl.NCC1=NNC(C2=CC=C(C=C12)C=1C=NN(C1N1C(C2(C3=CC(=CC=C13)F)CC2)=O)C)=O